tert-butyl N-(6-bromo-5-fluoro-2-pyridyl)carbamate BrC1=C(C=CC(=N1)NC(OC(C)(C)C)=O)F